[(6-oxo-6H-dibenzo[c,e][1,2]oxaphosphorin-6-yl)methyl]succinic acid O=P1(OC2=C(C3=C1C=CC=C3)C=CC=C2)CC(C(=O)O)CC(=O)O